13-hydroxyoctadec-6,9-dienoic acid OC(CCC=CCC=CCCCCC(=O)O)CCCCC